8'-chloro-1'-(4-methoxybenzyl)-1',4'-dihydro-2'H-spiro[cyclopropane-1,3'-quinolin]-2'-one ClC=1C=CC=C2CC3(C(N(C12)CC1=CC=C(C=C1)OC)=O)CC3